ClC=1C=CC=CC1 5-chloro-benzol